C1(CCCCC1)C1CCCC2=CC=CC=C12 1-Cyclohexyl-1,2,3,4-tetrahydronaphthalene